2,5-bis[3-(dibenzothiophen-4-yl)phenyl]pyrimidine C1=CC=C(C=2SC3=C(C21)C=CC=C3)C=3C=C(C=CC3)C3=NC=C(C=N3)C3=CC(=CC=C3)C3=CC=CC2=C3SC3=C2C=CC=C3